8-amino-2-(2,3-dihydroxypropyl)-6-fluoro-5-methyl-3,4-dihydronaphthalen-1(2H)-one NC=1C=C(C(=C2CCC(C(C12)=O)CC(CO)O)C)F